OCC1CCC(CC1)N1N=C2C=C(C(=CC2=C1)NC(=O)C1=NC(=CC=C1)C(F)(F)F)C(C)C N-[2-[4-(hydroxymethyl)cyclohexyl]-6-isopropyl-indazol-5-yl]-6-(trifluoromethyl)pyridine-2-carboxamide